tert-butyl (2S,5S)-9-cyano-2,3-dihydro-2,5-methanopyrido[3,4-f][1,4]thiazepine-4(5H)-carboxylate C(#N)C1=CN=CC=2[C@H]3N(C[C@@H](SC21)C3)C(=O)OC(C)(C)C